Cl.BrC=1C=C(CN2C=C(CC2)ON=C=NCC)C=CN1 (1-(2-bromoisonicotinyl)pyrrolin-3-yloxy)-3-ethylcarbodiimide hydrochloride